C[C@H]1OC2=C(C(=NC(=C2)S(=O)(=O)C)C2=CNC3=CN=C(C=C32)NC(C)=O)OC1 (R)-N-(3-(2-methyl-7-(methylsulfonyl)-2,3-dihydro-[1,4]dioxino[2,3-c]pyridin-5-yl)-1H-pyrrolo[2,3-c]pyridin-5-yl)acetamide